N-propyl-β-hydroxy-4-methylsulfonylphenylethylamine C(CC)NCC(O)C1=CC=C(C=C1)S(=O)(=O)C